N-o-tolyl-2,2'-bipyridine-6-carboxamide C1(=C(C=CC=C1)NC(=O)C1=CC=CC(=N1)C1=NC=CC=C1)C